methylethan-1,1-d2-1-amine CCC(N)([2H])[2H]